N1(N=CC=C1)C1=CC(=NC=C1)C1(CCC(CC1)NC1=CC=CC=2N1C=C(N2)C(F)(F)F)N 1-[4-(1H-pyrazol-1-yl)pyridin-2-yl]-N4-[2-(trifluoromethyl)imidazo[1,2-a]pyridin-5-yl]cyclohexane-1,4-diamine